[N+](=O)([O-])C=1C=C2C=CC(=NC2=CC1)C1=CC=C(C#N)C=C1 4-(6-nitroquinolin-2-yl)benzonitrile